2-((4-fluoro-2-methylphenyl)-amino)-5-methoxy-N-(6-methoxy-2-methylpyridin-3-yl)-4-(trifluoromethyl)-benzamide FC1=CC(=C(C=C1)NC1=C(C(=O)NC=2C(=NC(=CC2)OC)C)C=C(C(=C1)C(F)(F)F)OC)C